NC=1OC(=NN1)C1=CC=C(C=C1)[N+](=O)[O-] 2-amino-5-((4-nitro)-phenyl)-1,3,4-oxadiazole